3,3-diaminobenzidine hydrochloride Cl.NC1(CC(=CC=C1N)C1=CC=C(N)C=C1)N